FC1=CC=C(C=C1)C=1N=CN(C1C1=CC=C(O1)C(=O)NC1=CC=C(C=C1)CCO)C(C)C 5-(4-(4-fluorophenyl)-1-isopropyl-1H-imidazol-5-yl)-N-(4-(2-hydroxyethyl)phenyl)furan-2-carboxamide